5-sulfonyl-penta-2,3-dienonitrile S(=O)(=O)=CC=C=CC#N